C(C)(C)C1=CC=C(C=C1)C1=CC=C(C=C1)C(C)C 4,4'-diisopropyl-biphenyl